2-((6-(((6-(1H-pyrazol-1-yl)pyridin-3-yl)methyl)amino)-9-ethyl-9H-purin-2-yl)amino)propane-1,3-diol N1(N=CC=C1)C1=CC=C(C=N1)CNC1=C2N=CN(C2=NC(=N1)NC(CO)CO)CC